FC1=CC=CC=2C=3N(C(=NC12)N)C=C(N3)CC3=CC=C(C=C3)C3=NC=C(C=C3)F 7-fluoro-2-(4-(5-fluoropyridin-yl)benzyl)imidazo[1,2-c]quinazolin-5-amine